FC(C=1N=CC=2N(C1)C(=CN2)C2=NC=CC(=N2)N2CC1(COC1)CCC2)(F)F 6-(2-(6-(Trifluoromethyl)imidazo[1,2-a]pyrazin-3-yl)pyrimidin-4-yl)-2-oxa-6-azaspiro[3.5]nonane